[BH4-].[Na+] sodium borohydride salt